N1C=NC=C1C=O imidazole-5-carbaldehyde